C(#N)C1=NC=C(C(=C1)C1=CC=2N(C=C1)N=C(C2)NC(=O)C2CC2)OCC2C[C@@H]1CC[C@H](C2)N1C N-[5-[2-cyano-5-[[(1S,5R)-8-methyl-8-azabicyclo[3.2.1]octan-3-yl]methoxy]-4-pyridyl]pyrazolo[1,5-a]pyridin-2-yl]cyclopropanecarboxamide